2-(hydroxymethyl)tetra-hydro-2H-pyran-4-ol OCC1OCCC(C1)O